3-methyl-4-[1-(pyridin-4-ylmethyl)benzoimidazol-2-yl]-1,2,5-oxadiazole CC1=NON=C1C1=NC2=C(N1CC1=CC=NC=C1)C=CC=C2